ClC1=C(C=CC(=C1)F)[C@H]1COCCN1C=1C(=NC=CN1)C(=O)N[C@H](C)\C=C\S(=O)(=O)C ((S)-3-(2-Chloro-4-fluorophenyl)morpholino)-N-((R,E)-4-(methylsulfonyl)but-3-en-2-yl)pyrazine-2-carboxamide